(5S,7R)-5-(5-bromo-3-fluoropyridin-2-yl)-7-methyl-6-(2,2,2-trifluoroethyl)-5,6,7,8-tetrahydro-[1,3]dioxolo[4,5-g]isoquinoline BrC=1C=C(C(=NC1)[C@H]1N([C@@H](CC=2C=C3C(=CC12)OCO3)C)CC(F)(F)F)F